2-(3-methyloxetane-3-yl)ethane-1-ol 2-(3-methyloxetane-3-yl)ethyl-acetate CC1(COC1)CCCC(=O)OCCC1(COC1)C